C(C1=CC=CC=C1)OC=1C=C(C=O)C=C(C1)Br 3-benzyloxy-5-bromo-benzaldehyde